Cl.BrC1=CC(=C(C=C1)C(CN)(F)F)Cl 2-(4-bromo-2-chloro-phenyl)-2,2-difluoro-ethylamine hydrochloride